5-bromo-(4-(2-ethylhexyl)thiophen-2-yl)benzo[1,2-c:4,5-c']bis[1,2,5]thiadiazole BrN1C=2C(=NS1)C=C1C(=NSN1)C2C=2SC=C(C2)CC(CCCC)CC